C(#N)[C@@H](C)NC1=CC(=NC=C1C(=O)NC[C@H](C(C)(C)O)F)C1=CC=C2N1N=CC(=C2)C#N 4-(((R)-1-cyanoethyl)amino)-6-(3-cyanopyrrolo[1,2-b]pyridazin-7-yl)-N-((R)-2-Fluoro-3-Hydroxy-3-Methylbutyl)nicotinamide